C1(CC1)C(C1CC1)N(C(=O)OCC=1C(=NOC1C1=CC=C(C=N1)O[C@@H]1C[C@H](CCC1)C(=O)O)C)C (1S,3S)-3-((6-(4-((((dicyclopropyl-methyl)(methyl)carbamoyl)oxy)methyl)-3-methylisoxazol-5-yl)pyridin-3-yl)oxy)cyclohexane-1-carboxylic acid